Cl.ClC1=C(CCN2C[C@@H]([C@@](CC2)(O)C=2C=C(C(=O)N)C=CC2)CN(C)C)C=CC(=C1)F 3-((3S,4R)-1-(2-chloro-4-fluorophenethyl)-3-((dimethylamino)methyl)-4-hydroxypiperidin-4-yl)benzamide hydrochloride